p-tert-Butyl cyclohexyl acetate CC(=O)OC1CCC(CC1)C(C)(C)C